C(#N)C1=C(C=CC(=C1)F)SC=1C=2N(C=C(C1)C=1C=NC(=CC1)NCCO)N=CC2C#N 4-((2-cyano-4-fluorophenyl)thio)-6-(6-((2-hydroxyethyl)amino)pyridin-3-yl)pyrazolo[1,5-a]pyridine-3-carbonitrile